tert-butyl (9-fluoro-5-methyl-8-(2-oxopyrrolidin-1-yl)-5H-chromeno[4,3-c]pyridin-3-yl)carbamate FC1=CC2=C(C=C1N1C(CCC1)=O)OC(C1=C2C=NC(=C1)NC(OC(C)(C)C)=O)C